tert-butyl 6-((3,4-dimethylbenzyl) (2-(2,6-dioxopiperidin-3-yl)-1,3-dioxoisoindolin-5-yl) amino)-2,2-difluorohexanoate CC=1C=C(CN(CCCCC(C(=O)OC(C)(C)C)(F)F)C=2C=C3C(N(C(C3=CC2)=O)C2C(NC(CC2)=O)=O)=O)C=CC1C